C(CCCCCCCCCCC)[NH+](C)C dodecyldimethylammonium